2-methyl-8-(naphthalen-1-ylmethyl)-6-oxo-9-(3-(trifluoromethyl)phenyl)-7-vinyl-3,4-dihydro-2H,6H-pyrido[1,2-e][1,2,5]thiadiazine-4-carboxylic acid 1,1-dioxide CN1S(C=2N(C(C1)C(=O)O)C(C(=C(C2C2=CC(=CC=C2)C(F)(F)F)CC2=CC=CC1=CC=CC=C21)C=C)=O)(=O)=O